B(OC1=C(C=CC(=C1)C(=O)OCC)C)[O-] (4-ethoxycarbonyl tolyl) boronate